OC1=CC(=C(C=C1)C=1[Se]C(=CC1Cl)C1=C(C=C(C=C1)O)Cl)Cl 2,5-bis(4-hydroxy-2-chlorophenyl)-3-chloroselenophene